C(C)OC(C\C=C/C=C)OCC (3Z)-6,6-diethoxy-1,3-hexadiene